BrC1=CC=C2CCN(C(C2=C1)C)C(=O)OC(C)(C)C tert-butyl 7-bromo-1-methyl-3,4-dihydroisoquinoline-2(1H)-carboxylate